FC(C(=O)O)(F)F.C(C)C1=C2C=CC(=CC2=CC=C1F)N 5-ethyl-6-fluoronaphthalene-2-amine trifluoroacetate